O1CCC(CC1)C=1N=C(SC1)N 4-(tetrahydro-pyran-4-yl)-thiazol-2-ylamine